O1CCOC2=C1C=CC(=C2)C=O 2,3-dihydro-benzo[1,4]dioxin-6-carbaldehyde